FC=1C(=NC(=NC1)N[C@H]1[C@@H](COCC1)O)C=1C=C2C(=C(C=NC2=C(C1)F)CN[C@H]1COCCC1)C(C)C (3S,4R)-4-((5-fluoro-4-(8-fluoro-4-isopropyl-3-((((R)-tetrahydro-2H-pyran-3-yl)amino)methyl)quinolin-6-yl)pyrimidin-2-yl)amino)tetrahydro-2H-pyran-3-ol